2-benzyldimethylamino-1-(4-morpholinophenyl)-butan-1-one C(C1=CC=CC=C1)C(C(=O)C1=CC=C(C=C1)N1CCOCC1)(CC)N(C)C